(4-nitro-1,2,3-triazol-2-yl)-tetrazole [N+](=O)([O-])C1=NN(N=C1)C1=NN=NN1